4-(3-chloro-2-fluorophenyl)-7-((3-(oxetan-3-yl)-3-azabicyclo[3.1.0]hexane-1-yl)ethynyl)quinazoline-4,6-diamine ClC=1C(=C(C=CC1)C1(NC=NC2=CC(=C(C=C12)N)C#CC12CN(CC2C1)C1COC1)N)F